ClC1=C(C=C(C(=O)N2CC=3N=C(N(C(C3C[C@H]2C)=O)C2=NN(C(=C2)C(=O)NC)CC)S(=O)C)C=C1)C(F)(F)F 3-((R)-7-(4-chloro-3-(trifluoromethyl)benzoyl)-6-methyl-2-(methyl-sulfinyl)-4-oxo-5,6,7,8-tetrahydropyrido[3,4-d]pyrimidin-3(4H)-yl)-1-ethyl-N-methyl-1H-pyrazole-5-carboxamide